3-methyl-1H-imidazo[4,5-c]cinnolin CN1CNC2=C1N=NC=1C=CC=CC21